6-Chloro-3-((4-hydroxy-1-(4-(1-methylcyclopropyl)benzoyl)piperidin-4-yl)methyl)-7-(3-methyl-4-((3S,6R)-6-methylmorpholin-3-yl)phenyl)-3,7-dihydro-4H-pyrrolo[2,3-d]pyrimidin-4-one ClC1=CC2=C(N=CN(C2=O)CC2(CCN(CC2)C(C2=CC=C(C=C2)C2(CC2)C)=O)O)N1C1=CC(=C(C=C1)[C@@H]1NC[C@H](OC1)C)C